C1N(CCC2=CC=CC=C12)C[C@H](CNC1=NN(C2=C1N=C(N=C2O)C(F)(F)F)C2OCCCC2)O (((S)-3-(3,4-dihydroisoquinolin-2(1H)-yl)-2-hydroxypropyl)amino)-1-(tetrahydro-2H-pyran-2-yl)-5-(trifluoromethyl)-1H-pyrazolo[4,3-d]pyrimidin-7-ol